3-((3-((3r,5r,7r)-adamantan-1-yl)propanoyl)oxy)-2-(hydroxymethyl)propyl (9Z,12Z)-octadeca-9,12-dienoate C(CCCCCCC\C=C/C\C=C/CCCCC)(=O)OCC(COC(CCC12CC3CC(CC(C1)C3)C2)=O)CO